ClC=1C=C2CCC[C@@]3(C2=CC1)COC1=C(N(C3)CC3CCC3)C=C(C=C1)[C@H](C(=O)OC)CC(=O)N(C)C METHYL (2R)-2-((3S)-6'-CHLORO-5-(CYCLOBUTYLMETHYL)-3',4,4',5-TETRAHYDRO-2'H-SPIRO[1,5-BENZOXAZEPINE-3,1'-NAPHTHALEN]-7-YL)-4-(DIMETHYLAMINO)-4-OXOBUTANOATE